C(C1=CC=CC=C1)OC1=NC(=NC=C1B(O)O)N1CCCCC1 4-BENZYLOXY-2-PIPERIDINE-1-YL-PYRIMIDINE-5-BORONIC ACID